2,3-dihydro-2,2-dimethylbenzo[B]furan-7-ol CC1(CC2=C(O1)C(=CC=C2)O)C